CC1SC2(CN1C(CCC1=CNC3=CC=CC=C13)=O)CCN(CC2)C 1-(2,8-dimethyl-1-thia-3,8-diazaspiro[4.5]dec-3-yl)-3-(1H-indol-3-yl)propan-1-one